(5-(1-((2-fluorophenyl)sulfonyl)-1,2,5,6-tetrahydropyridin-4-yl)-3-hydroxy-pyridine-2-carbonyl)glycine methyl ester COC(CNC(=O)C1=NC=C(C=C1O)C1=CCN(CC1)S(=O)(=O)C1=C(C=CC=C1)F)=O